(E)-2-(2-methoxystyryl)-5-bromo-4-(4-fluorophenyl)thiazole COC1=C(/C=C/C=2SC(=C(N2)C2=CC=C(C=C2)F)Br)C=CC=C1